CC=1C(=C(C(=C([O-])C1C(C)(C)C)C(C)(C)C)C)C dimethyl-2,6-di-t-butyl-4-methylphenoxide